1,1'-(3,3'-dimethyl[1,1'-biphenyl]-4,4'-diyl)bis{4-amino-2-hydroxy-3-[(E)-diazenyl]naphthalene-1-sulfonic acid} CC=1C=C(C=CC1C1(C(C(=C(C2=CC=CC=C12)N)\N=N\[H])O)S(=O)(=O)O)C1=CC(=C(C=C1)C1(C(C(=C(C2=CC=CC=C12)N)\N=N\[H])O)S(=O)(=O)O)C